Seleno-L-cysteine N[C@@H](CS)C(=[Se])O